C=C1C(CCC1)=C trans-1,2-bis(methylene)cyclopentane